C(=O)C1=C(C=CC2=C1NC(=N2)SCC(=O)O)O (7-formyl-6-hydroxy-1H-benzimidazol-2-ylsulfanyl)-acetic acid